5'-((3-methylpyridin-2-yl)methoxy)-[1,1':3',1''-terphenyl]-2,2'-dicarboxylic acid dimethyl ester COC(=O)C=1C(=CC=CC1)C1=C(C(=CC(=C1)OCC1=NC=CC=C1C)C1=CC=CC=C1)C(=O)OC